ethyl 4-(4-{[(tert-butoxy) carbonyl]amino}-4-methylpiperidin-1-yl)-7-(2,3-dichlorophenyl)-6-methylpyrazolo[1,5-a]pyrazine-2-carboxylate C(C)(C)(C)OC(=O)NC1(CCN(CC1)C=1C=2N(C(=C(N1)C)C1=C(C(=CC=C1)Cl)Cl)N=C(C2)C(=O)OCC)C